calcium cyclopentyl phosphonate P(OC1CCCC1)([O-])=O.[Ca+2].C1(CCCC1)OP([O-])=O